CC(C(=O)OCN1C(=NN(C1=O)CC1=CC(=C(C=C1)OC)OC)N1N=C(C(C1)C1=CC=CC=C1)C1=CC=C(C=C1)Cl)(C)C [3-[3-(4-chlorophenyl)-4-phenyl-4,5-dihydropyrazol-1-yl]-1-[(3,4-dimethoxyphenyl)methyl]-5-oxo-1,2,4-triazol-4-yl]methyl 2,2-dimethylpropanoate